C(C)SC=1C(=NC=C(C1)N1N=C(C=C1)C(F)(F)F)C=1C=C2C(=CN1)N(N=C2)CC(C(F)(F)F)(F)F 5-[3-ethylsulfanyl-5-[3-(trifluoromethyl)pyrazol-1-yl]-2-pyridyl]-1-(2,2,3,3,3-pentafluoropropyl)pyrazolo[3,4-c]pyridine